CC(C(=O)OCOC(=O)C=1N2CCC2SCC1)(C)C 5-thia-1-azabicyclo[4.2.0]oct-2-ene-2-carboxylic acid-2,2-dimethylpropionyloxymethyl ester